3-hydroxy-2-methyl-2-({2-methyl-5-[(oxetan-3-yl)methoxy]-1-benzothiophen-3-yl}formamido)propanamide OCC(C(=O)N)(NC(=O)C1=C(SC2=C1C=C(C=C2)OCC2COC2)C)C